NC1=C(C=CC(=C1)OC(F)(F)F)C(=O)N1CCC(CC1)C1=C2C(=NC=C1)NC(=N2)C2CC=CC2 [2-amino-4-(trifluoromethoxy)phenyl]-[4-(2-cyclopent-3-en-1-yl-3H-imidazo[4,5-b]pyridin-7-yl)-1-piperidyl]methanone